C(C)OC1=CC=C(C=C1)NC(CC1N(C(N(C1=O)C1=CC=C(C=C1)OC)=S)CCN1CCOCC1)=O N-(4-ethoxyphenyl)-2-{1-(4-methoxyphenyl)-3-[2-(4-morpholinyl)ethyl]-5-oxo-2-thioxo-4-imidazolidinyl}acetamide